(2R)-2-{[7-bromo-2-(4-methoxyphenyl)[1,2,4]triazolo[1,5-c]quinazolin-5-yl]amino}-1-(piperazin-1-yl)propan-1-one BrC1=CC=CC=2C=3N(C(=NC12)N[C@@H](C(=O)N1CCNCC1)C)N=C(N3)C3=CC=C(C=C3)OC